[Na].C=O formaldehyde sodium salt